NC=1N=C(SC1C(=O)C1=CC=C(C=C1)OC(F)F)NC1=CC=C(C=C1)F [4-amino-2-(4-fluoroanilino)thiazol-5-yl]-[4-(difluoromethoxy)phenyl]methanone